[O-]CC.N1CCCC1 pyrrolidine ethoxide